[Si].[Ge].[P].[Bi] bismuth phosphorus germanium silicon